5-(2-amino-[1,2,4]triazolo[1,5-a]pyridin-7-yl)-2-ethylnicotinic acid, lithium salt [Li+].NC1=NN2C(C=C(C=C2)C=2C=NC(=C(C(=O)[O-])C2)CC)=N1